BrC=1C(C=C(N(C1)C1=C(C=CC(=C1)OC)C)C1=C(C=C(C=C1F)F)F)=O 5-Bromo-1-(5-methoxy-2-methylphenyl)-2-(2,4,6-trifluorophenyl)pyridin-4(1H)-one